3-(6-bromo-3-fluoro-2-pyridyl)-3-azabicyclo[3.1.0]hexane BrC1=CC=C(C(=N1)N1CC2CC2C1)F